COC1=CC=C(C=C1)C(C=CC=O)=O 4-(4-methoxyphenyl)but-2-ene-1,4-dione